C1(CC1)C=1N=CC2=C3C(=CC(=C2C1)S(NCC(C)C)(=O)=O)[C@@H](C[C@H]3NC(=O)NC(C(=O)OC(C)(C)C)C)NC(=O)C=3C=NC=CC3 |r| tert-butyl 2-[[trans-(7RS,9RS)-3-cyclopropyl-5-(2-methylpropylsulfamoyl)-7-(pyridine-3-carbonylamino)-8,9-dihydro-7H-cyclopenta[h]isoquinolin-9-yl]carbamoylamino]propanoate